C(#N)C=1C(=C(C(=NC1)C(=O)NC=1C=C2C(=NN(C2=CC1)C1OCCCC1)C1C(C1)(C)C)C)C 5-Cyano-N-(3-(2,2-dimethylcyclopropyl)-1-(tetrahydro-2H-pyran-2-yl)-1H-indazol-5-yl)-3,4-dimethylpicolinamide